3-(β-D-glucopyranosyloxy)-4-[(4-methoxyphenyl)methyl]-1,5-dimethylpyrazole [C@@H]1([C@H](O)[C@@H](O)[C@H](O)[C@H](O1)CO)OC1=NN(C(=C1CC1=CC=C(C=C1)OC)C)C